3-[(3-cyclohexyl-1-methoxy-1-oxopropan-2-yl)carbamoyl]-3-{[(4-nitrophenyl)carbamoyl]amino}propanoic acid C1(CCCCC1)CC(C(=O)OC)NC(=O)C(CC(=O)O)NC(NC1=CC=C(C=C1)[N+](=O)[O-])=O